C(CCCCCCCCCCCCCCCCCCCCCCCCC)C(O)(C[N+](C)(C)C)CC([O-])=O hexacosyl-carnitine